N-(1-(4-((5-chloro-4-((2-(dimethylphosphono)phenyl)amino)pyrimidin-2-yl)amino)-3-methoxyphenyl)piperidin-4-yl)-5-((2-(2,6-dioxopiperidin-3-yl)-1,3-dioxoisoindolin-4-yl)oxy)pentanamide ClC=1C(=NC(=NC1)NC1=C(C=C(C=C1)N1CCC(CC1)NC(CCCCOC1=C2C(N(C(C2=CC=C1)=O)C1C(NC(CC1)=O)=O)=O)=O)OC)NC1=C(C=CC=C1)P(=O)(OC)OC